(S)-4-(1-((benzyloxy)carbonyl)-4-phenyl-1,2,5,6-tetrahydropyridin-2-yl)benzoic acid C(C1=CC=CC=C1)OC(=O)N1[C@@H](C=C(CC1)C1=CC=CC=C1)C1=CC=C(C(=O)O)C=C1